L-2,4-difluorophenyl-alanine FC1=C(C=CC(=C1)F)N[C@@H](C)C(=O)O